2,4-dibromo-3-pentanone BrC(C)C(C(C)Br)=O